NC1=NC=NN2C1=CC=C2[C@]2([C@@H]([C@@H]([C@H](O2)COC([C@H](C(CC)C)N)=O)O)O)C#N.C[Si](OCC)(OCC)OCC Methyl-triethoxysilan ((2R,3S,4R,5R)-5-(4-aminopyrrolo[2,1-f][1,2,4]triazin-7-yl)-5-cyano-3,4-dihydroxytetrahydrofuran-2-yl)methyl-(2S)-2-amino-3-methylpentanoate